4,4'-methylenebis(2-tert-butyl-5-methylphenol) C(C1=CC(=C(C=C1C)O)C(C)(C)C)C1=CC(=C(C=C1C)O)C(C)(C)C